4-(2-(2-amino-5-cyano-1H-benzo[d]imidazol-1-yl)ethyl)benzenesulfonamide NC1=NC2=C(N1CCC1=CC=C(C=C1)S(=O)(=O)N)C=CC(=C2)C#N